4-((3-(1-((R)-5,8-dioxaspiro[3.4]octan-1-yl)-1H-pyrazol-4-yl)-2-methoxyphenyl)amino)-6-((S)-2,2-difluorocyclopropane-1-carboxamido)nicotinamide [C@H]1(CCC12OCCO2)N2N=CC(=C2)C=2C(=C(C=CC2)NC2=CC(=NC=C2C(=O)N)NC(=O)[C@H]2C(C2)(F)F)OC